OC[C@H]([C@H]([C@@H](C(COC(C1=CC=CC=C1)(C1=CC=CC=C1)C1=CC=CC=C1)O)O)O)NC(C)=O N-((2R,3R,4S)-1,3,4,5-tetrahydroxy-6-(trityloxy)hex-2-yl)acetamide